2H-1,2,3-triazole-4-carboxamide N=1NN=C(C1)C(=O)N